C(C)(C)(C)OC(=O)NCCCCCCN(S(=O)(=O)C1=C(C=CC=C1)[N+](=O)[O-])CCCNC(OC(C)(C)C)=O tert-butyl N-[3-(N-{6-[(tert-butoxycarbonyl)amino]hexyl}2-nitrobenzenesulfonamido)propyl]carbamate